(S)-N,2-dimethyl-1-oxo-N-(1-phenylethyl)-1,2,3,4-tetrahydroisoquinoline-6-sulfonamide CN(S(=O)(=O)C=1C=C2CCN(C(C2=CC1)=O)C)[C@@H](C)C1=CC=CC=C1